(R)-6-chloro-3-((1-(2-(pyridine-3-yl)-3,6-dimethyl-4-oxo-3,4-dihydroquinazolin-8-yl)ethyl)amino)picolinic acid ClC1=CC=C(C(=N1)C(=O)O)N[C@H](C)C=1C=C(C=C2C(N(C(=NC12)C=1C=NC=CC1)C)=O)C